C(C)(C)(C)S(=O)(=O)C=1C(=CC=2N(C1)C(=CN2)C=2C=C(C(=C(N)C2)OC)C)OC 5-(6-(tert-butylsulfonyl)-7-methoxyimidazo[1,2-a]pyridin-3-yl)-2-methoxy-3-methylaniline